OC1CCC(CC1)NC1=NC=C(C(=N1)S(=O)(=O)C)C#N 2-((1r,4r)-4-hydroxycyclohexylamino)-4-(methylsulfonyl)pyrimidine-5-carbonitrile